[N+](=O)(OCCCC1=CC(=C2[C@H]3[C@H](C(OC2=C1)(C)C)CCC(=C3)C)O)[O-] 3-[(6Ar,10aR)-1-hydroxy-6,6,9-trimethyl-6a,7,8,10a-tetrahydrobenzo[c]chromen-3-yl]propyl nitrate